C1=CC=CC=2C3=CC=CC=C3N(C12)C1(CC(=CC=C1)C1=CC=CC=C1)C1=NC2=C3C(=C4C(=C2N=C1)C=CC=C4)C=CC=C3 2-[3-(9H-carbazol-9-yl)biphenyl-3-yl]dibenzo[f,h]quinoxaline